(3R)-1-(2-((2-(difluoromethylene)tetrahydro-1H-pyrrolizin-7a(5H)-yl)methoxy)-7-(8-ethyl-7-fluoro-3-hydroxynaphthalen-1-yl)-8-fluoropyrido[4,3-d]pyrimidin-4-yl)-3-methylpiperidin-3-ol FC(=C1CC2(CCCN2C1)COC=1N=C(C2=C(N1)C(=C(N=C2)C2=CC(=CC1=CC=C(C(=C21)CC)F)O)F)N2C[C@@](CCC2)(O)C)F